COCC=1OC(=CC1)COC 2,5-bis-methoxymethylfuran